3-(5-(methyl((1R,2R)-2-(methylamino)cyclohexyl)amino)-1-oxoisoindolin-2-yl)piperidine-2,6-dione CN(C=1C=C2CN(C(C2=CC1)=O)C1C(NC(CC1)=O)=O)[C@H]1[C@@H](CCCC1)NC